difluoro-2-(4'-fluorobiphenyl-4-yl)acetamide FC(C(=O)N)(C1=CC=C(C=C1)C1=CC=C(C=C1)F)F